CC1CC(C1)(C(=O)NN)C=1SC=CC1 3-Methyl-1-(2-thienyl)cyclobutanecarbohydrazide